N-(1-(azetidin-1-ylmethyl)cyclopropyl)-2-(3-methoxyphenyl)-2-methylpropanamide N1(CCC1)CC1(CC1)NC(C(C)(C)C1=CC(=CC=C1)OC)=O